(R)-(2,6-dimethylpyridin-4-yl)[6-(3-methyl-1H-pyrrolo[2,3-b]pyridin-5-yl)-8-[morpholin-3-yl]-3,4-dihydroisoquinolin-2(1H)-yl]methanone tris(trimethylsilyl)borate phosphite P(O)(O)O.C[Si](C)(C)OB(O[Si](C)(C)C)O[Si](C)(C)C.CC1=NC(=CC(=C1)C(=O)N1CC2=C(C=C(C=C2CC1)C=1C=C2C(=NC1)NC=C2C)[C@H]2NCCOC2)C